(S)-(4-(4-fluorobenzo[d]thiazol-2-yl)-6,7-dihydro-1H-imidazo[4,5-c]pyridin-5(4H)-yl)(6-fluoropyrazolo[1,5-a]pyridin-3-yl)methanone FC1=CC=CC2=C1N=C(S2)[C@H]2N(CCC1=C2N=CN1)C(=O)C=1C=NN2C1C=CC(=C2)F